1-(2-(3-methyl-1H-pyrazol-5-yl)quinolin-4-yl)cyclopropan-1-amine CC1=NNC(=C1)C1=NC2=CC=CC=C2C(=C1)C1(CC1)N